C(C)(C)N1N=C(C2=C1C(NN=C2C)=O)C 1-isopropyl-3,4-dimethyl-1,6-dihydro-7H-pyrazolo[3,4-d]pyridazin-7-one